4-(3-(4-Chloro-2-fluorophenyl)-2,3-dihydrobenzo[b][1,4]dioxin-5-yl)piperidine-1-carboxylic acid ClC1=CC(=C(C=C1)C1OC2=C(OC1)C=CC=C2C2CCN(CC2)C(=O)O)F